C(C=C)(=O)OCCOCCC1OCC1 acryloyloxyethyloxyethyloxetane